FC1=C(C=C(C=C1)NC(=O)N1[C@@H]2CC[C@H]1CC=1N=CN=CC12)C(F)(F)F (5R,8S)-N-(4-fluoro-3-(trifluoromethyl)phenyl)-6,7,8,9-tetrahydro-5H-5,8-epimino-cyclohepta[d]pyrimidine-10-carboxamide